(7-((2S,5R)-4-(1-(6-(difluoromethoxy)pyridin-3-yl)ethyl)-2,5-diethylpiperazin-1-yl)-4-methyl-5-oxo-4,5-dihydro-2H-pyrazolo[4,3-b]pyridin-2-yl)acetonitrile FC(OC1=CC=C(C=N1)C(C)N1C[C@@H](N(C[C@H]1CC)C=1C=2C(N(C(C1)=O)C)=CN(N2)CC#N)CC)F